(S)-N-(1-hydroxy-3-phenylpropan-2-yl)quinoxaline-2-carboxamide OC[C@H](CC1=CC=CC=C1)NC(=O)C1=NC2=CC=CC=C2N=C1